8-(3,5-dichloropyridin-2-yl)-9-(4-((1-(3-fluoropropyl)azetidin-3-yl)methyl)phenyl)-6,7-dihydro-5H-benzo[7]annulene-3-carboxylic acid ClC=1C(=NC=C(C1)Cl)C=1CCCC2=C(C1C1=CC=C(C=C1)CC1CN(C1)CCCF)C=CC(=C2)C(=O)O